3-aminopropyl-aminopropyl-triethoxysilane NCCCC(C)O[Si](OCC)(OCC)CCCN